O[C@H]1[C@H](OC2=CC(=CC(=C2C1)O)O)C1=CC(=C(C(=C1)O)O)O (2R,3R)-3,5,7-trihydroxy-2-(3,4,5-trihydroxyphenyl)-2,3-dihydrochromen